COC(=O)[C@@H]1C=2C(CN1C(=O)C(C)(C)C)=C(NC2)C 5-tert-butylcarbonyl-(4S)-1-methyl-4H,6H-pyrrolo[3,4-c]pyrrole-4-carboxylic acid methyl ester